methyl (S)-3-(1-(2,4-dichlorobenzoyl)pyrrolidin-3-yl)-2-oxo-2,3-dihydro-1H-benzo[d]imidazole-5-carboxylate ClC1=C(C(=O)N2C[C@H](CC2)N2C(NC3=C2C=C(C=C3)C(=O)OC)=O)C=CC(=C1)Cl